C(\C=C\C)(=O)OC1=C(C=CC(=C1)C)C(C)C 2-isopropyl-5-methylphenyl (E)-but-2-enoate